(1aR,5aR)-2-(2,4-Difluoro-phenyl)-1a,2,5,5a-tetrahydro-1H-2,3-diaza-cyclopropa[a]pentalene-4-carboxylic acid [1,1-dimethyl-2-(4-methyl-piperidin-1-yl)-ethyl]-amide CC(CN1CCC(CC1)C)(C)NC(=O)C=1C=2C[C@@H]3[C@H](C2N(N1)C1=C(C=C(C=C1)F)F)C3